tert-butyl 6-methoxy-4,4-dimethyl-1-oxo-3H-isoquinoline-2-carboxylate COC=1C=C2C(CN(C(C2=CC1)=O)C(=O)OC(C)(C)C)(C)C